(S)-2-(4-(7-(7-chloro-3-hydroxynaphth-1-yl)-8-fluoro-2-((tetrahydro-1H-pyrrolizin-7a(5H)-yl)methoxy)quinazolin-4-yl)-1-(2-fluoroacryloyl)piperazin-2-yl)acetonitrile ClC1=CC=C2C=C(C=C(C2=C1)C1=CC=C2C(=NC(=NC2=C1F)OCC12CCCN2CCC1)N1C[C@@H](N(CC1)C(C(=C)F)=O)CC#N)O